BrC=1C=C(C=CC1Cl)C(C)=O 1-(3-bromo-4-chloro-phenyl)ethanone